C(#N)C1=CC=C(C=C1)CN1N=CC(=C1)C(=O)OCC ethyl 1-[(4-cyanophenyl) methyl]-1H-pyrazole-4-carboxylate